ClC1=CC=C2C(N(N=C(C2=C1)C(=O)N1CCN(CC1)C(=O)OC(C)(C)C)C)=O tert-butyl 4-(7-chloro-3-methyl-4-oxo-phthalazine-1-carbonyl)piperazine-1-carboxylate